C(CC)(=O)OC(C)COC 3-methoxypropan-2-yl propanoate